(+/-)-4-(3,4-dihydro-isoquinolin-2(1H)-yl)pyrrolidin-3-ol C1N(CCC2=CC=CC=C12)C1C(CNC1)O